CS(=O)(=O)C1=CC(=C(C=C1)NCC#CC=1N(C=2C=CC=C(C2C1)NC1CCC(CC1)N1CC(C1)S(=O)(=O)C)CC(F)(F)F)OC 2-{3-[(4-methanesulfonyl-2-methoxyphenyl)amino]prop-1-yn-1-yl}-N-[(1S,4S)-4-(3-methanesulfonylazetidin-1-yl)cyclohexyl]-1-(2,2,2-trifluoroethyl)-1H-indol-4-amine